(3-benzyloxycarbonyl-4-methyl-phenyl)-3-methyl-piperazine-1-carboxylic acid tert-butyl ester Palladium (II) acetate C(C)(=O)[O-].[Pd+2].C(C)(C)(C)OC(=O)N1C(C(NCC1)C)C1=CC(=C(C=C1)C)C(=O)OCC1=CC=CC=C1.C(C)(=O)[O-]